COC(=O)C1=CC(=CC=2CC(OC21)(C)CI)F 5-fluoro-2-(iodomethyl)-2-methyl-2,3-dihydrobenzofuran-7-carboxylic acid methyl ester